The molecule is a carbohydrate sulfate that is 2-acetamido-6-O-sulfo-D-galactopyranose in which the hydroxy group at position 3 has been converted into the corresponding beta-D-glucopyranuronoside. It is an amino disaccharide, a carbohydrate acid derivative, a member of acetamides and an oligosaccharide sulfate. CC(=O)N[C@@H]1[C@H]([C@H]([C@H](OC1O)COS(=O)(=O)O)O)O[C@H]2[C@@H]([C@H]([C@@H]([C@H](O2)C(=O)O)O)O)O